benzyl 4-(allyloxy)piperidine-1-carboxylate C(C=C)OC1CCN(CC1)C(=O)OCC1=CC=CC=C1